CN1C(C=C(C=C1)NC=1C=CC2=C(C(NCCO2)=O)C1)=O 7-((1-methyl-2-oxo-1,2-dihydropyridin-4-yl)amino)-3,4-dihydrobenzo[f][1,4]oxazepin-5(2H)-one